[Cl-].[SH+]1C=CC=CC=CC=C1 thioninium chloride